trans-N1-(5-(1-(3,3-difluorocyclobutyl)-2-methyl-1H-imidazo[4,5-b]pyridin-6-yl)pyrrolo[2,1-f][1,2,4]triazin-2-yl)-N4-methylcyclohexane-1,4-diamine FC1(CC(C1)N1C(=NC2=NC=C(C=C21)C=2C=CN1N=C(N=CC12)N[C@@H]1CC[C@H](CC1)NC)C)F